C1(CCCC1)/C=C/C#N (E)-3-cyclopentylacrylonitrile